(2S)-2-AMINO-2-CYCLOBUTYLPROPANOIC ACID N[C@@](C(=O)O)(C)C1CCC1